COC=1C=C2C(=CC=NC2=CC1OC)OC1=C(C(=C(C=C1)N1C(N(CC1=O)C=1C=NC=C(C1)C(F)(F)F)=O)C)C 3-{4-[(6,7-dimethoxy-4-quinolinyl)oxy]-2,3-dimethylphenyl}-1-[5-(trifluoromethyl)-3-pyridinyl]-2,4-imidazolidinedione